1,1-bis(4-hydroxyphenyl)-1-{[2-(4-hydroxyphenyl)-2-propyl]phenyl}ethane OC1=CC=C(C=C1)C(C)(C1=C(C=CC=C1)C(C)(C)C1=CC=C(C=C1)O)C1=CC=C(C=C1)O